ClC=1C=C(C=C(C1)OC(F)(F)F)C(\C=C(/F)\C1=CC(=C(C(=O)NNC2=NC=CC=N2)C=C1)C(F)(F)F)C(F)(F)F (Z)-4-(3-(3-chloro-5-(trifluoromethoxy)phenyl)-1,4,4,4-tetrafluorobut-1-en-1-yl)-N'-(pyrimidin-2-yl)-2-(trifluoromethyl)benzoyl-hydrazine